tert-butyl (1R,4R)-5-(6-amino-5-nitropyridin-2-yl)-2,5-diazabicyclo[2.2.1]heptane-2-carboxylate NC1=C(C=CC(=N1)N1[C@H]2CN([C@@H](C1)C2)C(=O)OC(C)(C)C)[N+](=O)[O-]